FC(F)(F)OC(=S)S trifluoromethylxanthic acid